(Propan-2-yl)[(1,3,4,5-tetrahydro-2-benzoxepin-5-yl)methyl]amine hydrochloride Cl.CC(C)NCC1CCOCC2=C1C=CC=C2